1-(3-(2-bromobenzoyl)-2-(2-bromophenyl)indolizin-1-yl)pyridin-2(1H)-one BrC1=C(C(=O)C2=C(C(=C3C=CC=CN23)N2C(C=CC=C2)=O)C2=C(C=CC=C2)Br)C=CC=C1